2-phosphino-1,2,4-tricarboxybutane PC(CC(=O)O)(CCC(=O)O)C(=O)O